BrC=1C=C(O[C@H](CN2N=NN=C2)C)C=CC1 1-[(2S)-2-(3-bromophenoxy)propyl]-1H-tetrazole